O=C1NC(CCC1N1C(N(C=2C1=CC=1CN(CC1C2)C(=O)OCC2=CC=CC=C2)C)=O)=O benzyl 1-(2,6-dioxopiperidin-3-yl)-3-methyl-2-oxo-2,3,5,7-tetrahydroimidazo[4,5-f]isoindole-6(1H)-carboxylate